C(C)C1(OC2=CC=C(C=C2[C@@H](C1)N1C(NC(CC1=O)(C)C)=N)C(=O)N[C@H]1[C@@H](C(OC2=CC=CC=C12)(C)C)O)CC (R)-2,2-diethyl-N-((3S,4R)-3-hydroxy-2,2-dimethylchroman-4-yl)-4-(2-imino-4,4-dimethyl-6-oxotetrahydropyrimidin-1(2H)-yl)chromane-6-carboxamide